ClC=1C(=C(C=CC1F)C(C(=O)[O-])C)OC 2-(3-chloro-4-fluoro-2-methoxyphenyl)propionate